O=C(C=CC=CCC=CCCCCCCC(=O)O)CCCCC 15-oxo-eicosa-8,11,13-trienoic acid